O=C1N(CCC(N1)=O)C=1C=C(OCC(=O)N2CCC(CC2)C2CCN(CC2)CC(=O)O)C=CC1C 2-[4-[1-[2-[3-(2,4-Dioxohexahydropyrimidin-1-yl)-4-methyl-phenoxy]acetyl]-4-piperidyl]-1-piperidyl]acetic acid